9-[(2R,3S,4R,5R)-5-(chloromethyl)-3-fluoro-4-hydroxy-5-(hydroxymethyl)oxolan-2-yl]-2-{[(4-methoxyphenyl)diphenyl-methyl]amino}-1H-purin-6-one ClC[C@]1([C@H]([C@@H]([C@@H](O1)N1C=2N=C(NC(C2N=C1)=O)NC(C1=CC=CC=C1)(C1=CC=CC=C1)C1=CC=C(C=C1)OC)F)O)CO